C(C)(C)(C)OC(=O)NCC1=CC(=C(C(=C1)C)NC(=O)C1=CC2=C(OCCC3=C2SC=C3)C=C1C=1C=CC(=NC1C(=O)OC)C(=O)O)C 5-(9-((4-(((tert-butoxycarbonyl)amino)methyl)-2,6-dimethylphenyl)carbamoyl)-4,5-dihydrobenzo[b]thieno[2,3-d]oxepin-8-yl)-6-(methoxycarbonyl)picolinic acid